5-Bromo-3-fluorophenylenediamine BrC=1C=C(C(=C(C1)N)N)F